4-(4-((1R,5S)-3,8-Diazabicyclo[3.2.1]octan-3-yl)-2-((2-chloro-4H-furo[3,2-b]pyrrol-5-yl)methoxy)-8-fluoropyrido[4,3-d]pyrimidin-7-yl)-5-ethyl-6-fluoronaphthalen-2-ol [C@H]12CN(C[C@H](CC1)N2)C=2C1=C(N=C(N2)OCC2=CC3=C(N2)C=C(O3)Cl)C(=C(N=C1)C1=CC(=CC3=CC=C(C(=C13)CC)F)O)F